ClC=1C=C(C(=O)N(C)C2C[C@]3(CC[C@@](C2)(N3)C)C)C=CC1[C@@H]1[C@H](C1)C1=NN(C3=NC(=NC=C31)C)C 3-chloro-4-((1S,2S)-2-(1,6-dimethyl-1H-pyrazolo[3,4-d]pyrimidin-3-yl)cyclopropyl)-N-((1R,3s,5S)-1,5-dimethyl-8-azabicyclo[3.2.1]oct-3-yl)-N-methylbenzamide